S(=O)(=O)(OCCCN1N=NC(=C1)CN(CC=1N=NN(C1)C(C)(C)C)CC=1N=NN(C1)C(C)(C)C)O 3-[4-({bis[(1-tert-butyl-1H-1,2,3-triazol-4-yl)methyl]amino}methyl)-1H-1,2,3-triazol-1-yl]propyl hydrogen sulfate